2-chloro-5-nitro-N-[(1R)-1-[4-[5-methoxy-3-(trifluoromethyl)pyrazol-1-yl]phenyl]ethyl]pyrimidin-4-amine ClC1=NC=C(C(=N1)N[C@H](C)C1=CC=C(C=C1)N1N=C(C=C1OC)C(F)(F)F)[N+](=O)[O-]